3,5-dihydroxy-6-(hydroxymethyl)tetrahydro-2H-pyran OC1COC(C(C1)O)CO